ClC=1C=C(C=CC1C)C1[C@@H]2CN(C[C@H]12)C(=O)C1CC2(C1)NC(OC2)=O (2s,4s)-2-((1r,5s,6s)-6-(3-chloro-4-methylphenyl)-3-azabicyclo[3.1.0]hexane-3-carbonyl)-7-oxa-5-azaspiro[3.4]octan-6-one